C(C1=CC=CC=C1)OC(=O)NC(C)(C)C1CCN(CC1)C(=O)OC(C)(C)C cis-tert-butyl 4-(2-{[(benzyloxy)carbonyl]amino} propan-2-yl)piperidine-1-carboxylate